[Si](C)(C)(C(C)(C)C)O[C@H]1[C@@H](O[C@@H]([C@H]1O[Si](C)(C)C(C)(C)C)CSCC=1C(=NC=NC1C1=CC=CC=C1)C)N1C=C(C2=C1N=CN=C2N)I 7-((2R,3R,4R,5S)-3,4-bis((tert-Butyldimethylsilyl)oxy)-5-((((4-methyl-6-phenylpyrimidin-5-yl)methyl)thio)methyl)tetrahydrofuran-2-yl)-5-iodo-7H-pyrrolo[2,3-d]pyrimidin-4-amine